3-(1-(5-methoxy-2-methylphenyl)cyclopropyl)-1,2,4-oxadiazole COC=1C=CC(=C(C1)C1(CC1)C1=NOC=N1)C